4-((6-Iodohexyl)thio)-6-phenylquinoline ICCCCCCSC1=CC=NC2=CC=C(C=C12)C1=CC=CC=C1